2-Amino-4-[5-chloro-9-(3,8-diazabicyclo[3.2.1]octan-8-yl)-7-[[(2S)-1-methylpyrrolidin-2-yl]methoxy]-1,3-dihydrofuro[3,4-f]quinolin-4-yl]-7-fluoro-benzothiophene-3-carbonitrile NC=1SC2=C(C1C#N)C(=CC=C2F)C2=C1C(=C3C(=CC(=NC3=C2Cl)OC[C@H]2N(CCC2)C)N2C3CNCC2CC3)COC1